NC=1C2=C(N=CN1)N(C=C2C#CC2=CC1=C(N(C=N1)C)C=C2F)[C@@H]2CN(CC2)C(C=C)=O (S)-1-(3-(4-Amino-5-((6-fluoro-1-methyl-1H-benzo[d]imidazol-5-yl)ethynyl)-7H-pyrrolo[2,3-d]pyrimidin-7-yl)pyrrolidin-1-yl)prop-2-en-1-one